C=C1CC=C(N=C1)B(OC)OC 5-methylene-2-(3-bora-2,4-dioxapent-3-yl)pyridine